C(C)O[Si](CCCOCC1OCC1)(OCC)OCC ((3-(triethoxysilyl)propoxy)methyl)oxetane